dimethyl-methyl-benzoylacetone CCC(=O)C(C(C1=CC=CC=C1)=O)(C)C